6-Bromo-2,2-dimethyl-2,3-dihydro-[1,4]dioxino[2,3-b]pyridine BrC1=CC=C2C(=N1)OCC(O2)(C)C